C1=CC=CC=2C3=CC=CC=C3C(C12)COC(NC[C@H](C(=O)O)C(C)C)=O (2R)-2-[1-(9H-fluoren-9-yl)-3-oxo-4-aza-2-oxapent-5-yl]-3-methylbutanoic acid